FC1(CCC(CC1)[C@@H](C=1N=C2N(N=C(C=N2)CC2C(NC[C@H](C2)C(F)(F)F)=O)C1)NC(OCC1=CC=CC=C1)=O)F benzyl ((S)-(4,4-difluorocyclohexyl)(2-(((5S)-2-oxo-5-(trifluoromethyl)piperidin-3-yl)methyl)imidazo[1,2-b][1,2,4]triazin-6-yl)methyl)carbamate